1-[2-fluoro-4-(3,3,4,4-tetrafluoropyrrolidin-1-yl)phenyl]-5-methoxy-3-(1-phenyl-1H-pyrazol-5-yl)pyridazin-4(1H)-one FC1=C(C=CC(=C1)N1CC(C(C1)(F)F)(F)F)N1N=C(C(C(=C1)OC)=O)C1=CC=NN1C1=CC=CC=C1